C(C)(C)(C)OC(=O)N1CC=2N(CC1)N=C(C2N2C(N(C=C2)C=2C=C1C=CN(C1=CC2)C)=O)C2=CC(=C(C(=C2)C)F)C 2-(4-fluoro-3,5-dimethyl-phenyl)-3-[3-(1-methylindol-5-yl)-2-oxo-imidazol-1-yl]-6,7-dihydro-4H-pyrazolo[1,5-a]pyrazine-5-carboxylic acid tert-butyl ester